rac-N-((4R,5R)-3-(2-azido-1-hydroxyethyl)-7-ethyl-4-(4-fluorophenyl)-6-oxo-1-phenyl-4,5,6,7-tetrahydro-1H-pyrazolo[3,4-b]pyridin-5-yl)-3-(trifluoromethyl)benzamide N(=[N+]=[N-])C[C@@H](O)C1=NN(C=2N(C([C@@H]([C@@H](C21)C2=CC=C(C=C2)F)NC(C2=CC(=CC=C2)C(F)(F)F)=O)=O)CC)C2=CC=CC=C2 |&1:4|